tris(N,N-bis(trimethylsilyl)amide) yttrium(III) [Y+3].C[Si]([N-][Si](C)(C)C)(C)C.C[Si]([N-][Si](C)(C)C)(C)C.C[Si]([N-][Si](C)(C)C)(C)C